N-(pentan-3-yl)-4-[6-(phenylamino)pyrazolo[1,5-a]pyrimidin-3-yl]thiophene-2-carboxamide CCC(CC)NC(=O)C=1SC=C(C1)C=1C=NN2C1N=CC(=C2)NC2=CC=CC=C2